COC1=CC(=C(C(=O)NC=2C=NC(=CC2)N2CCN(CC2)C2=NC=CC=C2)C=C1)C 4-Methoxy-2-methyl-N-[6-[4-(2-pyridyl)piperazin-1-yl]-3-pyridyl]benzamid